C(CCCCCCCCCCC)(=O)[O-].C(CCCCCCCCCCC)(=O)[O-].C(C)(C)(C)[Sn+2] t-butyltin dilaurate